CC1=C(C=2C(=NC=3CCCCC3C2N)N1C=1C=NC=CC1)C 2,3-dimethyl-1-(pyridin-3-yl)-5,6,7,8-tetrahydro-1H-pyrrolo[2,3-b]quinolin-4-amine